diheptyl furan-2,5-dicarboxylate O1C(=CC=C1C(=O)OCCCCCCC)C(=O)OCCCCCCC